OCCN1N=CC(=C1)C=1C=CC2=C(N(C(CC(=C2)C=2OC(=CN2)C)=O)CC2=CC=C(C=C2)OC)C1 8-(1-(2-hydroxyethyl)-1H-pyrazol-4-yl)-1-(4-methoxybenzyl)-4-(5-methyloxazol-2-yl)-1,3-dihydro-2H-benzo[b]azepin-2-one